BrCCCOC=1C(=CC2=C(C=C(S2)C(CCC(=O)OCC)=O)C1F)OC ethyl 4-[5-(3-bromopropoxy)-4-fluoro-6-methoxy-benzothiophen-2-yl]-4-oxo-butanoate